1-[4-(3-chloropropoxy)phenyl]-3-(methylamino)propan-1-one oxalate C(C(=O)O)(=O)O.ClCCCOC1=CC=C(C=C1)C(CCNC)=O